ClC(OC1=CC=C(C=C1)NC(=O)C=1C=C2C(N(C(C2=C(C1)C=1SC(=CC1)C)(C)C)C)=O)(F)F N-(4-(chlorodifluoromethoxy)phenyl)-1,1,2-trimethyl-7-(5-methylthiophen-2-yl)-3-oxoisoindoline-5-carboxamide